2-bromo-1,1-dimethoxyethane BrCC(OC)OC